C12(CC(C1)C2)C2=CC=C1C=C(C(=NC1=C2NC(=O)OC(C)(C)C)OC)C(=O)OCC 2-methylpropan-2-yl {[7-(bicyclo[1.1.1]pentan-1-yl)-3-(ethoxycarbonyl)-2-methoxyquinolin-8-yl]amino}methanoate